C1(CC1)C(C(F)(F)F)NCCCCCCCSC1=C2CN(C(C2=CC=C1)=O)C1C(NC(CC1)=O)=O 3-(4-((7-((1-cyclopropyl-2,2,2-trifluoroethyl)amino)heptyl)thio)-1-oxoisoindolin-2-yl)piperidine-2,6-dione